6-ethyl-N-(1-(4-fluorophenyl)piperidin-4-yl)thieno[2,3-d]Pyrimidin-4-amine C(C)C1=CC2=C(N=CN=C2NC2CCN(CC2)C2=CC=C(C=C2)F)S1